N-[6-[3-(dimethylamino)phenyl]-2-methoxy-3-pyridinyl]-5-methyl-3-phenyl-isoxazole-4-carboxamide CN(C=1C=C(C=CC1)C1=CC=C(C(=N1)OC)NC(=O)C=1C(=NOC1C)C1=CC=CC=C1)C